C(=O)C1C2CN(CC12C)C(=O)OC(C)(C)C tert-Butyl 6-formyl-1-methyl-3-azabicyclo[3.1.0]hexane-3-carboxylate